8-[(3R,5S)-3-amino-5-methylpiperidin-1-yl]-7-fluoroquinoxaline-5-carbonitrile N[C@H]1CN(C[C@H](C1)C)C1=C(C=C(C=2N=CC=NC12)C#N)F